2-[6-[(3aR,7aS)-6-ethyl-3,3a,4,5,7,7a-hexahydro-2H-pyrrolo[2,3-c]pyridin-1-yl]pyridazin-3-yl]-3-methyl-5-(trifluoromethyl)phenol C(C)N1C[C@@H]2[C@H](CC1)CCN2C2=CC=C(N=N2)C2=C(C=C(C=C2C)C(F)(F)F)O